CN(C1=CC=CC=C1)C (S)-dimethylaniline